C(CCC)[N+](CCCC)(CCCC)CCCC.C(C(=O)[O-])(=O)[O-].C(CCC)[N+](CCCC)(CCCC)CCCC oxalic acid, tetrabutylammonium salt